N-[(2R)-1-{3a-benzyl-7,7-dimethyl-3-oxo-2H,4H,6H-pyrazolo[4,3-c]pyridin-5-yl}-3-(benzyloxy)-1-oxopropan-2-yl]-2-amino-2-methylpropanamide C(C1=CC=CC=C1)C12CN(CC(C1=NNC2=O)(C)C)C([C@@H](COCC2=CC=CC=C2)NC(C(C)(C)N)=O)=O